4-{[2-(benzyloxy)ethyl](2-methoxyethyl)amino}-5-methoxy-6-oxopyran-2-carboxylic acid C(C1=CC=CC=C1)OCCN(C=1C=C(OC(C1OC)=O)C(=O)O)CCOC